(3S)-3-[(8-carbamoyl-6-[4-[(2,2-difluoromorpholin-4-yl)methyl]phenyl]pyrido[3,2-d]pyrimidin-4-yl)amino]piperidine-1-carboxylic acid tert-butyl ester C(C)(C)(C)OC(=O)N1C[C@H](CCC1)NC=1C2=C(N=CN1)C(=CC(=N2)C2=CC=C(C=C2)CN2CC(OCC2)(F)F)C(N)=O